Cl.Cl.N1=C(N=CC=C1)[C@@H](C)NCC=1N=NC(=CC1)OCC(F)(F)F (R)-1-(pyrimidin-2-yl)-N-((6-(2,2,2-trifluoroethoxy)pyridazin-3-yl)methyl)ethan-1-amine dihydrochloride